5-fluoro-N-(5-(1-methylpiperidin-4-yl)pyridin-2-yl)pyrimidin-2-amine FC=1C=NC(=NC1)NC1=NC=C(C=C1)C1CCN(CC1)C